BrC=1C(NC=C(C1)C1(CC(C1)C)C1=NN=CN1C)=O 3-bromo-5-(3-methyl-1-(4-methyl-4H-1,2,4-triazol-3-yl)cyclobutyl)pyridin-2(1H)-one